2-chloro-6-[(benzo(d)(1,3)dioxol-5-yl)amino]pyrimidine-4-carbonitrile ClC1=NC(=CC(=N1)C#N)NC1=CC2=C(OCO2)C=C1